CN1C=C(C=2C1=NC(=CC2)C(=O)O)N2N=CC=C2 1-methyl-3-(1H-pyrazol-1-yl)-1H-pyrrolo[2,3-b]pyridine-6-carboxylic acid